6-(6-fluoro-3-isopropyl-5-(piperidin-4-yl)-1H-pyrrolo[3,2-b]pyridin-2-yl)-8-methyl-[1,2,4]triazolo[1,5-a]pyridine FC=1C=C2C(=NC1C1CCNCC1)C(=C(N2)C=2C=C(C=1N(C2)N=CN1)C)C(C)C